[Ni](=[Se])(=[Se])(=[Se])=[Se] nickel-tetra-selenide